NCC(CN(CC)CCO)O amino-3-((2-hydroxyethyl)(ethyl)amino)propan-2-ol